FC1=CC=C(CC2=NC(=NN2)C(=O)N[C@@H]2C(N(C3=C(OC2)C=CC(=C3)N3CC2(C3)CCOCC2)C)=O)C=C1 (S)-5-(4-fluorobenzyl)-N-(5-methyl-4-oxo-7-(7-oxa-2-azaspiro[3.5]non-2-yl)-2,3,4,5-tetrahydrobenzo[b][1,4]oxazepin-3-yl)-1H-1,2,4-triazole-3-carboxamide